OC1CCN(CC1)C(CC)=O 1-(4-hydroxypiperidin-1-yl)propan-1-one